FC1=CC=C(C(=O)NCC2=CC=C(C=C2)S(F)(F)(F)(F)F)C=C1 p-fluoro-N-(4-(pentafluorosulfanyl)benzyl)benzamide